N1(CCOCC1)CCCNC(=S)N 3-(morpholin-4-yl)propylthiourea